ClC=1N=C2SC(=NN2C1CO)COC [6-chloro-2-(methoxymethyl)imidazo[2,1-b][1,3,4]thiadiazol-5-yl]-methanol